(6-(5-methyl-2,4-dioxo-3,4-dihydropyrimidin-1(2H)-yl)-4-tritylmorpholin-2-yl)methyl [1,4'-bipiperidin]-1'-ylphosphonochloridate N1(CCCCC1)C1CCN(CC1)P(OCC1CN(CC(O1)N1C(NC(C(=C1)C)=O)=O)C(C1=CC=CC=C1)(C1=CC=CC=C1)C1=CC=CC=C1)(=O)Cl